C1(CC1)C1=NOC(=N1)C=CC=O 3-(3-cyclopropyl-1,2,4-oxadiazol-5-yl)prop-2-en-1-one